N1=CC=C(C=C1)C=1SCC(N1)O 2-(pyridin-4-yl)-4,5-dihydro-thiazol-4-ol